ClC1=NN(C2=CC=CC=C12)CC(=O)OCCC(=C(F)F)F 3,4,4-trifluorobut-3-en-1-yl 2-(3-chloro-1H-indazol-1-yl)acetate